[Br].C(CCCCCCCCCCCCCCC)C1=C(N=CN1)CCCCCCCCCCCCCCCC di(hexadecyl)imidazole bromine salt